COC1=CC=C(C=C1)N1CCNCC1 N-(4-methoxyphenyl)piperazine